N-(quinoline-8-yl)-3-butenoic acid amide N1=CC=CC2=CC=CC(=C12)NC(CC=C)=O